ClC1=C(C=CC=C1)[C@@H]1CC[C@@H](N1C(C1=CC(=CC=C1)OC)=O)C(=O)O (2R,5S)-5-(2-chlorophenyl)-1-(3-methoxybenzoyl)pyrrolidine-2-carboxylic acid